C1(CCCCCCC1)C(=O)NC1=CC=C2C(=N1)C(=CN2)C=2CC1CCCCN1CC2 5-(cyclooctylcarbonyl)amino-3-(1,4,5,6,7,8,9-heptahydroquinolizin-2-yl)pyrrolo[3,2-b]pyridine